ClC1=CC=C(C=C1)C1=NN(C[C@H]1C1=CC=CC=C1)\C(\NC1CCN(CC1)S(N)(=O)=O)=N/S(=O)(=O)C1=CC=C(C=C1)Cl (R,Z)-3-(4-chlorophenyl)-N'-((4-chlorophenyl)sulfonyl)-4-phenyl-N-(1-sulfamoylpiperidin-4-yl)-4,5-dihydro-1H-pyrazole-1-carboximidamide